FC(C1=CC(=NC(=C1)[C@]1(COCC1)OC)C=1C=C(N2C=NC(=CC21)NC(C)=O)C)F (R)-N-(5-(4-(Difluoromethyl)-6-(3-methoxytetrahydrofuran-3-yl)pyridine-2-yl)-7-methylpyrrolo[1,2-c]pyrimidin-3-yl)acetamide